1,2-dithiainine S1SC=CC=C1